tert-butyl 4-[[1-[1-(2-bromo-4-methoxycarbonyl-phenyl)-6-oxo-3-pyridyl]azetidin-3-yl]methyl]piperidine-1-carboxylate BrC1=C(C=CC(=C1)C(=O)OC)N1C=C(C=CC1=O)N1CC(C1)CC1CCN(CC1)C(=O)OC(C)(C)C